methyl 4-amino-8-[trans-4-(tert-butoxycarbonylamino) cyclohexyloxy]-5,5-dimethyl-6H-benzo[H]quinazoline-7-carboxylate NC1=NC=NC=2C=3C(CC(C12)(C)C)=C(C(=CC3)O[C@@H]3CC[C@H](CC3)NC(=O)OC(C)(C)C)C(=O)OC